CC1=C(C(=O)P(C2=CC=CC=C2)(C2=CC=CC=C2)=O)C(=CC(=C1)C)C (2,4,6-trimethyl-benzoyl)diphenylphosphine oxide